ClC1=C(C=CC=C1)CCS(=O)(=O)NC=1C(=NOC1C1=CC=C(C(=N1)C)NC(=O)[C@@H]1[C@H](CCCC1)C(=O)O)C (1S,2S)-2-((6-(4-((2-(2-chlorophenyl)ethyl)sulfonamido)-3-methylisoxazol-5-yl)-2-methylpyridin-3-yl)carbamoyl)cyclohexane-1-carboxylic acid